C12NCC(C1N1CC(NC=3C(=NC=4C(=C(C(=CC4C31)CCC#N)C3=CC(=CC1=CC=CC=C31)O)F)C=3C=C(C(=O)NC)C=CC3)=O)C2 3-(1-((endo)-2-azabicyclo[2.1.1]hexan-5-yl)-9-(2-cyanoethyl)-7-fluoro-8-(3-hydroxynaphthalen-1-yl)-3-oxo-1,2,3,4-tetrahydropyrazino[2,3-c]quinolin-5-yl)-N-methylbenzamide